C[SiH](C)C1=CC=CC1 dimethylsilyl-(cyclopentadiene)